N1CCC(CC1)N1C2CN(CC1CC2)C(=O)OC(C)(C)C tert-butyl 8-(4-piperidyl)-3,8-diazabicyclo[3.2.1]octane-3-carboxylate